Methyl 4-bromo-5-cyano-3-fluoro-2-(methylamino)benzoate BrC1=C(C(=C(C(=O)OC)C=C1C#N)NC)F